(S or R)-1-(4,4,4-Trifluoro-3-hydroxybutyl)-1H-pyrazole-5-carboxylic acid FC([C@H](CCN1N=CC=C1C(=O)O)O)(F)F |o1:2|